2-((3-(2-chloro-3-phenylanilino)-1-methylpyrazolo[4,5-b]pyridin-6-ylidene)amino)-2-methyl-3-hydroxypropionic acid ClC1=C(NC=2NN(C=3C2N=CC(C3)=NC(C(=O)O)(CO)C)C)C=CC=C1C1=CC=CC=C1